C1(CC1)C=1C=CC=2N(C1)C(=CN2)C(=O)NC=2C=C(C=C(C2C)F)C2=NC(=NO2)C2CN(C2)C(=O)OC methyl 3-(5-(3-(6-cyclopropylimidazo[1,2-a]pyridine-3-carboxamido)-5-fluoro-4-methylphenyl)-1,2,4-oxadiazol-3-yl)azetidine-1-carboxylate